FC(C(=O)O)(F)F.NCC(CN1N=NN(C1=O)CC=1SC(=CC1)C=1C=NN(C1)CC)=C(F)F 1-[2-(aminomethyl)-3,3-difluoro-allyl]-4-[[5-(1-ethylpyrazol-4-yl)-2-thienyl]methyl]tetrazol-5-one trifluoroacetate